C(C)(=O)N1CCN(CC1)CC1=C(C=C(C=C1)NC(=O)NC=1SC(=C(N1)C)C1=NC(=NC=C1)NC)C(F)(F)F 1-(4-((4-Acetylpiperazin-1-yl)methyl)-3-(trifluoromethyl)-phenyl)-3-(4-methyl-5-(2-(methylamino)pyrimidin-4-yl)thiazol-2-yl)urea